(R)-(2-((5-Chloro-2-((6-methoxy-2-methyl-1,2,3,4-tetrahydroisoquinolin-7-yl)amino)pyrimidin-4-yl)amino)-5-((tetrahydrofuran-3-yl)oxy)phenyl)dimethyl-phosphine ClC=1C(=NC(=NC1)NC1=C(C=C2CCN(CC2=C1)C)OC)NC1=C(C=C(C=C1)O[C@H]1COCC1)P(C)C